O1N=C(C2=C1C=CC=C2)CS(=O)(=O)N 1,2-BENZISOXAZOLE-3-METHANESULFONAMIDE